(M)-7-(2,5-difluorophenyl)-4-[(2S,5R)-2,5-dimethyl-4-prop-2-enoyl-piperazin-1-yl]-6-fluoro-1-(2-isopropyl-4-methyl-3-pyridyl)pyrido[2,3-d]pyrimidin-2-one FC1=C(C=C(C=C1)F)C=1C(=CC2=C(N(C(N=C2N2[C@H](CN([C@@H](C2)C)C(C=C)=O)C)=O)C=2C(=NC=CC2C)C(C)C)N1)F